ClC1=NC=C(C(=N1)OCC1=CC=C(C=C1)C=1N(C=C(N1)C(F)(F)F)C)I 2-chloro-5-iodo-4-[[4-[1-methyl-4-(trifluoromethyl)imidazol-2-yl]phenyl]methoxy]pyrimidine